NC1=CC=C(C=C1)CC1=CC=C(C=C1)N bis(p-aminophenyl)methane